NC1(CC1)CN1CC(C1)OC1=C(C=2O[B-]([C@H]3C[C@H]3C2C=C1)(O)O)C(=O)[O-] (2R,4S)-9-{1-[(1-aminocyclopropyl)methyl]azetidin-3-yl}oxy-5,5-dihydroxy-6-oxa-5-boranuidatricyclo[5.4.0.02,4]undeca-1(7),8,10-triene-8-carboxylate